(R)-2-(difluoromethyl)-7-methyl-3-(3,4,5-trifluorophenyl)-4,5,6,7-tetrahydro-2H-pyrazolo[3,4-c]pyridine FC(N1N=C2[C@H](NCCC2=C1C1=CC(=C(C(=C1)F)F)F)C)F